dihydropyrazolo[3',4':6,7]azepino[3,4,5-cd]indol C1C=2C3=C(C=NC3=CC1)C=NC=1C2N=NC1